(1R,2R)-2-fluoro-N-(6-(4-methyl-2-((4-methyl-6-propionylpyridin-3-yl)amino)-1H-imidazol-1-yl)pyrimidin-4-yl)cyclopropane-1-carboxamide F[C@H]1[C@H](C1)C(=O)NC1=NC=NC(=C1)N1C(=NC(=C1)C)NC=1C=NC(=CC1C)C(CC)=O